ClC1=NC=2N([C@H](C(NC2C(=N1)C)=O)C1CC1)C (7S)-2-chloro-7-cyclopropyl-4,8-dimethyl-7,8-dihydropteridin-6(5H)-one